2-({[4-(4-chlorobenzyl)-1-piperazinyl]acetyl}amino)benzamide ClC1=CC=C(CN2CCN(CC2)CC(=O)NC2=C(C(=O)N)C=CC=C2)C=C1